CC1(OC=2C=C(C=C(C2C=C1)O)C)CCC=C(C)C 2,7-dimethyl-2-(4-methyl-pent-3-enyl)-2H-chromen-5-ol